BrC1=CC=C(C(=N1)N1CC(CC1(C)C)CCCNC([O-])=O)C(N)=O (3-(1-(6-bromo-3-carbamoylpyridin-2-yl)-5,5-dimethylpyrrolidin-3-yl)propyl)carbamate